ClC=1C=C(C=CC1OC1=CC(=CC=C1)OC(C)C)N1C(N(C2=C1C=NC=C2)C=2C=C(C=CC2)NC(C=C)=O)=O N-(3-(3-(3-chloro-4-(3-isopropoxyphenoxy)phenyl)-2-oxo-2,3-dihydro-1H-imidazo[4,5-c]pyridin-1-yl)phenyl)acrylamide